3-[2-[2-[2-[[4-(2,5-dioxopyrrol-1-yl)benzoyl]amino]ethoxy]ethoxy]ethoxy]propanoic acid O=C1N(C(C=C1)=O)C1=CC=C(C(=O)NCCOCCOCCOCCC(=O)O)C=C1